C(C)OCCN(CC[C@@H](C(=O)O)NC(=O)C=1N=CSC1C(F)(F)F)CCCCC1=NC=2NCCCC2C=C1 (S)-4-((2-ethoxyethyl)(4-(5,6,7,8-tetrahydro-1,8-naphthyridin-2-yl)butyl)amino)-2-(5-(trifluoromethyl)thiazole-4-carboxamido)butanoic acid